7,7-dimethyl-4,5,6,7-tetrahydrothiazolo[5,4-c]pyridine-2-carboxylic acid methyl ester COC(=O)C=1SC=2CNCC(C2N1)(C)C